5-(bromomethyl)-3-(2-chlorophenyl)-1,2,4-oxadiazole BrCC1=NC(=NO1)C1=C(C=CC=C1)Cl